diazacyclopentanone C1(NNCC1)=O